COC(=O)C1=C(C2=C(N=C(S2)N)C=C1)C 2-amino-7-methylbenzo[d]thiazole-6-carboxylic acid methyl ester